(6S,9aS)-N-benzyl-6-(4-hydroxybenzyl)-4,7-dioxo-2-((3-(pyrrolidin-2-yl)isoxazol-5-yl)methyl)-8-(quinolin-5-ylmethyl)octahydro-1H-pyrazino[2,1-c][1,2,4]triazine-1-carboxamide C(C1=CC=CC=C1)NC(=O)N1N(CC(N2[C@@H]1CN(C([C@@H]2CC2=CC=C(C=C2)O)=O)CC2=C1C=CC=NC1=CC=C2)=O)CC2=CC(=NO2)C2NCCC2